Cl.N[C@H]1[C@@H](CC1)O |r| rac-(1R,2R)-2-aminocyclobutan-1-ol hydrochloride